C1(=CC=CC=C1)C1N(C(OC1)=O)C(C=CC1=C(C=CC=C1)OC(F)(F)F)=O 4-phenyl-3-(3-(2-(trifluoromethoxy)phenyl)acryloyl)oxazolidin-2-one